2-((2-((2-Methoxy-4-(piperazin-1-yl)phenyl)amino)-5-(trifluoromethyl)piperidin-4-yl)amino)-N-methylbenzamide COC1=C(C=CC(=C1)N1CCNCC1)NC1NCC(C(C1)NC1=C(C(=O)NC)C=CC=C1)C(F)(F)F